3-(methylamino)-1-(4-(5-(trifluoromethyl)pyrimidin-2-yl)piperazin-1-yl)propan-1-one CNCCC(=O)N1CCN(CC1)C1=NC=C(C=N1)C(F)(F)F